C[SH3]=NC (methyl)(methylimino)-lambda6-Sulfane